ClC=1C=CC=2N(C1)C=C(N2)C(C(=O)NC2=CC(=NN2C(=O)OC(C)(C)C)C2CC2)C t-butyl 5-(2-{6-chloroimidazo[1,2-a]pyridin-2-yl} propanamido)-3-cyclopropyl-1H-pyrazole-1-carboxylate